(furan-2-yl)-N-methylpropanamide O1C(=CC=C1)C(C(=O)NC)C